(S)-(+)-Tetrahydrofurfurylamine C1C[C@H](OC1)CN